O1C(=CC=C1)C(=O)N1CCN(CC1)C1=NC=C(C=C1)NC1=NC=CC(=N1)C1=CN=C2N1C=C(C=C2)C2=CC=CC=C2 Furan-2-yl(4-(5-((4-(6-phenylimidazo[1,2-a]pyridin-3-yl)pyrimidin-2-yl)amino)pyridin-2-yl)piperazin-1-yl)methanone